CS(=O)(=O)C1=CC=C(C=C1)NC(CO)CO (1R,2R)-p-methylsulfonyl-phenylserinol